N[C@]1(CN(C[C@@H]1CCCB(O)O)S(=O)(=O)C1=C(C=CC=C1)N)C(=O)O (3R,4S)-3-amino-1-(2-aminophenylsulfonyl)-4-(3-boronopropyl)pyrrolidine-3-carboxylic acid